BrC1=CC=CC2=C1NC(=N2)C[C@H](C(=O)N[C@H]2C1=C(CN3N(C2=O)CCC3)C=CC=C1)C (R)-3-(7-Bromo-1H-benzo[d]imidazol-2-yl)-2-methyl-N-((S)-11-oxo-2,3,10,11-tetrahydro-1H,5H-benzo[d]pyrazolo[1,2-a][1,2]diazepin-10-yl)propanamid